[(Z)-[amino-[(3R)-3-(tert-butoxycarbonylamino)-5-[(4-chlorophenyl)methyl]-8-fluoro-4-oxo-2,3-dihydro-1,5-benzothiazepin-7-yl]methylene]amino] 5-methyl-1,3,4-oxadiazole-2-carboxylate CC1=NN=C(O1)C(=O)O\N=C(\C=1C(=CC2=C(N(C([C@H](CS2)NC(=O)OC(C)(C)C)=O)CC2=CC=C(C=C2)Cl)C1)F)/N